N1(CCCCCC1)C1=NC=C(C=C1C(=O)NC1=CC(=CC=C1)S(=O)(=O)C)C(C(F)(F)F)(F)F 2-(azepan-1-yl)-N-(3-methylsulfonylphenyl)-5-(1,1,2,2,2-penta-fluoroethyl)pyridine-3-carboxamide